C(C)(=O)N1[C@H]([C@@H]([C@H](C2=CC(=CC=C12)C#N)NC(OCC1=CC=CC=C1)=O)C)C1CC1 |r| rac-Benzyl ((2S,3R,4R)-1-acetyl-6-cyano-2-cyclopropyl-3-methyl-1,2,3,4-tetrahydroquinolin-4-yl)carbamate